3-(5-(3-(2-(3-Amino-2-fluoropropoxy)ethoxy)propyl)-3-methyl-2-oxo-2,3-dihydro-1H-benzo[d]imidazol-1-yl)piperidine-2,6-dione NCC(COCCOCCCC1=CC2=C(N(C(N2C)=O)C2C(NC(CC2)=O)=O)C=C1)F